C1(CCCCC1)C(C)N1N=C(CC1=O)CN(C(OC(C)(C)C)=O)C tert-Butyl {[1-(1-cyclohexylethyl)-5-oxo-4,5-dihydro-1H-pyrazol-3-yl]-methyl}methylcarbamate